3-fluoro-N-(2-(2-fluoro-3-((1R,3R)-2-((3-fluorooxetan-3-yl)methyl)-3-methyl-2,3,4,9-tetrahydro-1H-pyrido[3,4-b]indol-1-yl)-4-methoxyphenoxy)ethyl)propan-1-amine FCCCNCCOC1=C(C(=C(C=C1)OC)[C@H]1N([C@@H](CC2=C1NC1=CC=CC=C21)C)CC2(COC2)F)F